4-(methylsulfonyl)pyridinecarboxamide CS(=O)(=O)C1=CC(=NC=C1)C(=O)N